2-((1'-(5-methoxy-2-(1-methyl-1H-pyrazol-4-yl)-4-nitrophenyl)-[1,4'-Bipiperidin]-4-yl)methyl)-2,9-diazaspiro[5.5]undecane COC=1C(=CC(=C(C1)N1CCC(CC1)N1CCC(CC1)CN1CC2(CCC1)CCNCC2)C=2C=NN(C2)C)[N+](=O)[O-]